4-[(3-bromo-2-methoxyphenyl)amino]-6-chloropyridazine-3-carboxylic acid BrC=1C(=C(C=CC1)NC1=C(N=NC(=C1)Cl)C(=O)O)OC